N1C(=CC2=CC=CC=C12)C(=O)N1CC2(CC2)C[C@H]1C(=O)O (S)-5-(1H-indole-2-carbonyl)-5-azaspiro[2.4]heptane-6-carboxylic acid